4-(4-(aminomethyl)-3-methylphenyl)-N-(1-methyl-1H-pyrazol-4-yl)pyrimidin-2-amine hydrochloride Cl.NCC1=C(C=C(C=C1)C1=NC(=NC=C1)NC=1C=NN(C1)C)C